FC1=C(C=CC(=C1)F)N1N=C(C2=CC=CC=C2C1=O)C=1C=C(C=CC1)C(C(=O)N)(C)C 2-(3-(3-(2,4-difluorophenyl)-4-oxo-3,4-dihydrophthalazin-1-yl)phenyl)-2-methylpropanamide